(3R)-2-amino-3-methyl-valeric acid NC(C(=O)O)[C@@H](CC)C